methyl 3-chloro-5-methoxyisoquinoline-1-carboxylate ClC=1N=C(C2=CC=CC(=C2C1)OC)C(=O)OC